5-amino-N-(cyclopropylmethyl)-N-((5-(2,6-difluorophenyl)pyridin-2-yl)methyl)-6-methyl-1H-pyrrolo[3,2-b]pyridine-2-carboxamide NC1=C(C=C2C(=N1)C=C(N2)C(=O)N(CC2=NC=C(C=C2)C2=C(C=CC=C2F)F)CC2CC2)C